8-bromo-5-chloro-2,3-dihydroimidazo[1,2-c]quinazoline BrC=1C=CC=2C=3N(C(=NC2C1)Cl)CCN3